CC(C)(C)C1=NC=2C(=C3C=CNC(C3=C3C2C=CC(=C3)F)=O)N1 2-(1,1-dimethylethyl)-9-fluoro-3,6-dihydro-7H-benzo[H]-imidazo[4,5-f]isoquinolin-7-one